ClC1=CNC=2C1=NC(=CC2CNC2(CCC2)C)C(=O)NC=2C=NC=C(C2)C2(CC(C2)C)C2=NN=CN2C 3-chloro-N-(5-((1s,3s)-3-methyl-1-(4-methyl-4H-1,2,4-triazol-3-yl)cyclobutyl)pyridin-3-yl)-7-(((1-methylcyclobutyl)amino)methyl)-1H-pyrrolo[3,2-b]pyridine-5-carboxamide